FC=1C=C(C(=O)NCC=2N=NN(C2)[C@H](CC2=CC=C3C=CC=NC3=C2)CC(=O)NO)C=CC1F (R)-3,4-Difluoro-N-((1-(4-(hydroxyamino)-4-oxo-1-(chinolin-7-yl)butan-2-yl)-1H-1,2,3-triazol-4-yl)methyl)benzamid